[Na].[Co] cobalt-sodium